(S)-N-(1-(2-(1,1-difluoroethyl)-6-methylpyridin-4-yl)-3-(3-ethoxypyrrolidin-1-yl)-1H-pyrazolo[4,3-c]pyridin-6-yl)acetamide FC(C)(F)C1=NC(=CC(=C1)N1N=C(C=2C=NC(=CC21)NC(C)=O)N2C[C@H](CC2)OCC)C